6-(2,6-dichlorophenyl)-8-(4-(methylsulfonyl)benzyl)-2-(methylthio)pyrido[2,3-d]pyrimidin-7(8H)-one ClC1=C(C(=CC=C1)Cl)C1=CC2=C(N=C(N=C2)SC)N(C1=O)CC1=CC=C(C=C1)S(=O)(=O)C